1-methyl-3,4-bis(4-phenylphenyl)pyrrole-2,5-dione CN1C(C(=C(C1=O)C1=CC=C(C=C1)C1=CC=CC=C1)C1=CC=C(C=C1)C1=CC=CC=C1)=O